ClC=1C=C2C(=NC1OC)C(=C(N2C)C2=NC(=NN2)C(C)=O)N2C=NC=C2 1-(5-(6-chloro-3-(1H-imidazol-1-yl)-5-methoxy-1-methyl-1H-pyrrolo[3,2-b]pyridin-2-yl)-1H-1,2,4-triazol-3-yl)ethan-1-one